C(C)(C)(C)C1=CC(=C(C=C1)C1=NC(=C(C(=N1)C)C(=O)[O-])C)OC 2-(4-(tert-butyl)-2-methoxyphenyl)-4,6-dimethylpyrimidine-5-carboxylate